2-Methoxyphenyl-thioacetaldehyde COC1=C(C=CC=C1)CC=S